C(C)OC(C[C@@H](C=1OC(=CC1)C1=CC=CC=C1)NC(=O)NC=1C(N(C=C(C1O)C)C)=O)=O (S)-3-(3-(4-hydroxy-1,5-dimethyl-2-oxo-1,2-dihydropyridin-3-yl)ureido)-3-(5-phenylfuran-2-yl)propanoic acid ethyl ester